ClC1=C(C=CC=C1)CC1(CCCC1)Br 2-Chlorophenyl(1-bromocyclopentyl)methane